4-(5-((3,4-difluorobenzyl)carbamoyl)thiophen-2-yl)-6-(2-(4-fluorophenyl)cyclopropyl)-2-isobutyl-5-(5-methyl-1,3,4-oxadiazol-2-yl)nicotinamide FC=1C=C(CNC(=O)C2=CC=C(S2)C2=C(C(=NC(=C2C(=O)N)CC(C)C)C2C(C2)C2=CC=C(C=C2)F)C=2OC(=NN2)C)C=CC1F